N1C=NC(=C1)C1CCN(CC1)C(=O)[C@H](CC(C)C)N1C([C@@H](NCC1)CC(C)C)=O (S)-1-[(S)-1-{[4-(1H-Imidazol-4-yl)-1-piperidyl]carbonyl}-3-methylbutyl]-3-isobutyl-2-piperazinone